3-(8-bromo-1-methyl-2-oxo-1,2-dihydro-3H-naphtho[1,2-d]imidazol-3-yl)-1-(4-methoxybenzyl)piperidine-2,6-dione BrC1=CC=C2C=CC3=C(N(C(N3C3C(N(C(CC3)=O)CC3=CC=C(C=C3)OC)=O)=O)C)C2=C1